C1[C@H]2[C@@H]([C@@H](S1)CCCC(C(=O)O)N=[N+]=[N-])NC(=O)N2 Azido-Biotin